2-((2S,4R)-5-chloro-2-((methylamino)methyl)-2-phenyl-2,3-dihydrobenzofuran-4-yl)-3-fluoro-4-methoxybenzamide ClC=1C=CC2=C(C[C@](O2)(C2=CC=CC=C2)CNC)C1C1=C(C(=O)N)C=CC(=C1F)OC